FC1=CC=2NC=CC2C=2CCNC(OCCCCC(C3=CN=C(C=4C(=CC=C(OC12)C4)F)N3)C3=C(C=CC=C3)F)=O 23,29-Difluoro-6-(2-fluorophenyl)-11,25-dioxa-3,13,20,31-tetrazapentacyclo[24.3.1.12,5.016,24.017,21]hentriaconta-1(30),2,4,16(24),17(21),18,22,26,28-nonaen-12-one